FC(CN1CC(N(CC1)CC1=C2C=CN(C2=C(C=C1OC)C)C(=O)[O-])C1=CC=C(C=2OCCOC21)C(=O)OC)F 4-((4-(2,2-difluoroethyl)-2-(8-(methoxycarbonyl)-2,3-dihydrobenzo[b][1,4]dioxin-5-yl)piperazin-1-yl)methyl)-5-methoxy-7-methyl-1H-indole-1-carboxylate